NC1=NC=CC=C1C1=NC=2C(=NC(=CC2)C2=CC=CC=C2)N1C=1C=CC(=NC1)CNC(=O)C=1C=C(C=CC1)CC(=O)OC methyl 2-(3-(((5-(2-(2-aminopyridin-3-yl)-5-phenyl-3H-imidazo[4,5-b]pyridin-3-yl)pyridin-2-yl)methyl)carbamoyl) phenyl)acetate